CC(C)[SiH3] 2-propyl-silane